[NH3+]C=C(C(=O)[O-])C.C(C(=C)C)(=O)[O-].[NH4+] ammonium methacrylate (ammonio methacrylate)